1-BOC-4-(4-formylphenyl)piperazine C(=O)(OC(C)(C)C)N1CCN(CC1)C1=CC=C(C=C1)C=O